FC1=C(C(=CC=C1)F)C1=C(C=C(C=C1F)C)F 2,2',6,6'-tetrafluoro-4'-methyl-[1,1'-biphenyl]